tetraeicosadienoate C(C=CC=CCCCCCCCCCCCCCCCCCCC)(=O)[O-]